C(C)C1=C(C=CC(=C1)OC=1C2=C(N=CN1)NC=C2)N2C(N(CC2O)C2=CC(=CC=C2)C(F)(F)F)=O 3-[2-ethyl-4-(7H-pyrrolo[2,3-d]pyrimidin-4-yloxy)phenyl]-4-hydroxy-1-[3-(trifluoromethyl)phenyl]-2-imidazolidinone